ethylhexyl-monoglycerine C(C)C(O)(C(O)CO)CCCCCC